[I-].C1(=CC=CC=C1)C(C1=CC=CC=C1)OC(=O)C1=CCS[C@H]2N1C(C2)=O 3-cephem-4-carboxylic acid diphenylmethyl ester iodide